COC(CN1C2=C(C3=CC=CC=C13)C1=C(O2)C(C2=CC=CC=C2C1=O)=O)=O 2-(7,12-dioxo-7,12-dihydro-5H-naphtho[2',3':4,5]furo[2,3-b]indol-5-yl)acetic acid methyl ester